C(C)N1C2=CC=C(C=C2C=2C=C(C=CC12)C(CCCCCCC)=NO)C(C1=CC=CC=C1)=O 1-(9-ethyl-6-benzoyl-9H-carbazol-3-yl)-octane-1-one oxime